5-hydroxy-5-(3-methoxyphenyl)-N-(4-methylphenyl)-octahydrocyclopenta[c]pyrrole-2-carboxamide OC1(CC2C(CN(C2)C(=O)NC2=CC=C(C=C2)C)C1)C1=CC(=CC=C1)OC